BrC=1C=C(SC1)CNC(C)C12CC3(CC(CC(C1)C3)C2)C2=CC=C(C=C2)Cl (4-Bromo-thiophen-2-ylmethyl)-{1-[3-(4-chloro-phenyl)-adamantan-1-yl]-ethyl}-amine